chloral ethyl hemiacetal C(C)OC(C(Cl)(Cl)Cl)O